ClC1=CC=C(C=C1)C1=NC=CN1C=1N=NN(C1)C(C)C1=CC=CC=C1 2-(4-Chlorophenyl)-3-(1-(1-phenylethyl)-1H-1,2,3-triazol-4-yl)imidazol